(4aR,8aS)-6-(3-((2-Methyl-5-(trifluoromethyl)benzyl)oxy)azetidine-1-carbonyl)hexahydro-2H-pyrido[4,3-b][1,4]oxazin-3(4H)-one CC1=C(COC2CN(C2)C(=O)N2C[C@@H]3[C@@H](OCC(N3)=O)CC2)C=C(C=C1)C(F)(F)F